(3s,4r)-4-(5-chloro-2-methyl-pyrazol-3-yl)-N-(3-fluoro-2-methoxy-phenyl)-1-methyl-2-oxo-pyrrolidine-3-carboxamide ClC=1C=C(N(N1)C)[C@@H]1[C@H](C(N(C1)C)=O)C(=O)NC1=C(C(=CC=C1)F)OC